C1(=CC=CC=C1)P(C1=CC=CC=C1)C1=CC=CC=C1.[Pd] palladium triphenylphosphane